ClC=1C=C(C=CC1F)C=1SC(=NN1)CCl 2-(3-chloro-4-fluorophenyl)-5-(chloromethyl)-1,3,4-thiadiazole